Bis-(2-methacryloxyoxyethyl)phosphat C(C(=C)C)(=O)OOCCOP(=O)(OCCOOC(C(=C)C)=O)[O-]